3-(1-(4-fluoro-2-methylphenyl)-4-oxo-6-(trifluoromethyl)-1,4-dihydroquinazolin-3(2H)-yl)-4-methylpyridine 1-oxide FC1=CC(=C(C=C1)N1CN(C(C2=CC(=CC=C12)C(F)(F)F)=O)C=1C=[N+](C=CC1C)[O-])C